N=1N2C(=C(C1)S(=O)(=O)N1CCC(CC1)C=1C(=CC=3N(C1)N=CN3)OC)CCC2 6-(1-((5,6-dihydro-4H-pyrrolo[1,2-b]pyrazol-3-yl)sulfonyl)piperidin-4-yl)-7-methoxy-[1,2,4]triazolo[1,5-a]pyridine